The molecule is a precorrin carboxylic acid anion obtained by deprotonation of the carboxy groups of cobalt-precorrin-3; major species at pH 7.3. It is a conjugate base of a cobalt-precorrin-3. C/C/1=C/2\\[C@@]([C@@H](C(=N2)/C=C\\3/[C@@]([C@@H](/C(=C/C4=NC(=C(C4CC(=O)[O-])CCC(=O)[O-])CC5=C(C(=C1[N-]5)CC(=O)[O-])CCC(=O)[O-])/[N-]3)CCC(=O)[O-])(C)CC(=O)[O-])CCC(=O)[O-])(C)CC(=O)[O-].[Co]